CC1=C(C=C(C=C1)C)S(=O)(=O)N 2,5-dimethyl-benzenesulfonamide